2-((4,4-difluorocyclohexyl)amino)-6-(3,5-dimethyl-1H-pyrazol-1-yl)pyrimidine-4-carbonitrile FC1(CCC(CC1)NC1=NC(=CC(=N1)C#N)N1N=C(C=C1C)C)F